N-(2-aminocyclohexyl)-4-(((3R,4R)-1-(2-cyanoacetyl)-4-methylpiperidin-3-yl)(methyl)amino)-7H-pyrrolo[2,3-d]pyrimidine-7-carboxamide hydrochloride Cl.NC1C(CCCC1)NC(=O)N1C=CC2=C1N=CN=C2N(C)[C@H]2CN(CC[C@H]2C)C(CC#N)=O